N1C=NC2=C1C=CC(=C2)NC(C#N)C2=CC=C(C=C2)C=2SC(=CC2)C (1H-benzimidazol-5-ylamino)[4-(5-methylthiophen-2-yl)phenyl]acetonitrile